FC(C=1C=C2C(COC3(CCNCC3)C2=CC1)O)(F)F 6-(trifluoromethyl)spiro[isochromane-1,4'-piperidin]-4-ol